2,2-Difluoroethyl (2-(4-methoxyphenoxy) cyclohexyl) sulfite S(=O)(OCC(F)F)OC1C(CCCC1)OC1=CC=C(C=C1)OC